NC1=NC=C(C=C1CN1CCOC2=C(C(=CC=3N=CN=C1C32)C3=C(C(=CC(=N3)N)C)C(F)(F)F)Cl)Cl 6-[13-[(2-amino-5-chloro-3-pyridyl)methyl]-8-chloro-10-oxa-2,4,13-triazatricyclo[7.4.1.05,14]tetradeca-1,3,5(14),6,8-pentaen-7-yl]-4-methyl-5-(trifluoromethyl)pyridin-2-amine